CN1C(=NN=C1C1=NC=NC=C1)CNC=1C=C(C(=O)N[C@H](C)C2=CC=C(OCCCCCCOCCOCCOCCC(=O)O)C=C2)C=CC1 (R)-3-(2-(2-(6-(4-(1-(3-((4-methyl-5-(pyrimidin-4-yl)-4H-1,2,4-triazol-3-yl)methylamino)benzamido)ethyl)phenoxy)hexyloxy)ethoxy)ethoxy)propanoic acid